FC(C=1C(=C(C=CC1)[C@@H](C)NC(=O)C1=CN(C(C=C1N[C@@H]1[C@H]2CN([C@@H](C1)C2)C)=O)C2(CC2)C(F)F)F)F N-((R)-1-(3-(difluoromethyl)-2-fluorophenyl)ethyl)-1-(1-(difluoromethyl)cyclopropyl)-4-(((1R,4R,5s)-2-methyl-2-azabicyclo[2.2.1]hept-5-yl)amino)-6-oxo-1,6-dihydropyridine-3-carboxamide